N-ethyl-5-fluoro-N-Cumenyl-benzamide hydrochloride Cl.C(C)N(C(C1=CC=CC(=C1)F)=O)C1=C(C=CC=C1)C(C)C